(thien-2-yl)-1H-benzo[d]Imidazole-4-carboxamide S1C(=CC=C1)N1C=NC2=C1C=CC=C2C(=O)N